3-[[2-(1-methyl-5,6-dihydro-4H-pyrimidin-2-yl)-5-[(2-methyl-3-phenyl-phenyl)methoxy]phenoxy]methyl]benzonitrile CN1C(=NCCC1)C1=C(OCC=2C=C(C#N)C=CC2)C=C(C=C1)OCC1=C(C(=CC=C1)C1=CC=CC=C1)C